N=S(=O)(CC=1N=CN(C1)C1=CC=C(C=C1)C1=NOC(=N1)C(F)(F)F)C1=CC=CC=C1 imino(phenyl)((1-(4-(5-(trifluoromethyl)-1,2,4-oxadiazol-3-yl)phenyl)-1H-imidazol-4-yl)methyl)-λ6-sulfanone